(1-methylindazol-6-yl)boronic acid CN1N=CC2=CC=C(C=C12)B(O)O